ClC1=C2C=CC=C(C2=CC=C1Cl)OCC1=C(C=C(C=N1)OCCN(C)OC)F 2-[(6-{[(5,6-dichloro-1-naphthyl)oxy]methyl}-5-fluoropyridin-3-yl)oxy]-N-methoxy-N-methylethylamine